C(C1=CC=CC=C1)OC1=C(C(=NC(=C1)C=1C(=NC=C(C1C)C(F)(F)F)OC1=C(C(=C(C=C1)F)F)C)C)C1CNC(O1)=O 5-[4-benzyloxy-6-[2-(3,4-difluoro-2-methyl-phenoxy)-4-methyl-5-(trifluoromethyl)-3-pyridyl]-2-methyl-3-pyridyl]oxazolidin-2-one